4-(4-((1R,5S)-3,8-diazabicyclo[3.2.1]octan-3-yl)-2-((cyclopropylamino)methyl)quinazolin-7-yl)naphthalen-2-ol [C@H]12CN(C[C@H](CC1)N2)C2=NC(=NC1=CC(=CC=C21)C2=CC(=CC1=CC=CC=C21)O)CNC2CC2